C(#N)C1=C2C(=NN(C2=CC=C1)C1=CC=C(C=C1)S(F)(F)(F)(F)F)CNC(C=C)=O N-((4-cyano-1-(4-(pentafluoro-λ6-sulfaneyl)phenyl)-1H-indazol-3-yl)methyl)acrylamide